C(C=C)(=O)N1CC(C1)C1=C2C=C(N=CC2=C(C=C1)N1[C@@H]([C@H](C1)N(S(=O)(=O)C)C(C)C)C)NC1=NC(=NC=C1)N1CCC(CC1)(C)O N-((2R,3S)-1-(5-(1-acryloylazetidin-3-yl)-3-((2-(4-hydroxy-4-methylpiperidin-1-yl)pyrimidin-4-yl)amino)isoquinolin-8-yl)-2-methylazetidin-3-yl)-N-isopropylmethanesulfonamide